C12OCC(C1)(C2)COC=2C=C1CCN3[C@@H](C1=CC2OC)C[C@H]([C@@H](C3)OC(C)(C)C)O (2R,3R,11bR)-9-((2-oxabicyclo[2.1.1]hexan-4-yl)methoxy)-3-(tert-butoxy)-10-methoxy-1,3,4,6,7,11b-hexahydro-2H-pyrido[2,1-a]isoquinolin-2-ol